O.C(C)(=O)N1CCN(CC1)NC(C1=CC=C(C=C1)F)=O N-(4-acetyl-1-piperazinyl)-p-fluorobenzamide-hydrate